C1(CCCCC1)(C1=CC=C2CCCN3C2=C1CCC3)C3=CC=C1CCCN2C1=C3CCC2 8,8'-Cyclohexane-1,1-diylbis(2,3,6,7-tetrahydro-1H,5H-pyrido[3,2,1-ij]quinoline)